COC=1C(OC(=CC1)C(=O)N)=O 3-methoxy-2-oxo-2H-pyran-6-carboxamide